N1CC(C1)OC1=CC=C(C=C1)C=1C(=NOC1C1CC1)C1=NN(C2=NC=NC(=C21)N)C2(CC2)C 3-(4-(4-(azetidin-3-yloxy)phenyl)-5-cyclopropylisoxazol-3-yl)-1-(1-methylcyclopropyl)-1H-pyrazolo[3,4-d]pyrimidin-4-amine